OC1CCN(CC1)C1=C(C=C(C=C1)[N+](=O)[O-])CC#N 2-[2-(4-hydroxypiperidin-1-yl)-5-nitrophenyl]acetonitrile